NC([C@H](CC1=CC=C(C=C1)B1OC(C(O1)(C)C)(C)C)NC(=O)[C@H]1OCCCN(C1)C(=O)OC(C)(C)C)=O tert-butyl (2S)-2-[[(1S)-2-amino-2-oxo-1-[[4-(4,4,5,5-tetramethyl-1,3,2-dioxaborolan-2-yl)phenyl]methyl]ethyl] carbamoyl]-1,4-oxazepane-4-carboxylate